2-({5-[(1S)-1-[(5-chloro-2-methylpyridin-3-yl)amino]ethyl]thiophen-2-yl}formamido)-3-cyclopentyl-N-(2-methylpyridin-6-yl)propanamide ClC=1C=C(C(=NC1)C)N[C@@H](C)C1=CC=C(S1)C(=O)NC(C(=O)NC1=CC=CC(=N1)C)CC1CCCC1